(S)-N-(5-((1,4-dioxane-2-yl)methoxy)-1,3,4-thiadiazol-2-yl)-2'-bromo-5'-methoxy-6-methyl-(4,4'-bipyridine)-3-carboxamide O1[C@@H](COCC1)COC1=NN=C(S1)NC(=O)C=1C=NC(=CC1C1=CC(=NC=C1OC)Br)C